OC=1C=C(C=CC1)OC(C(C)P(=O)=O)=O 3-hydroxyphenylphosphopropionate